N[C@H](C(=O)O)CSC1=NC(=CC=C1)C1=NC(=NC(=N1)N[C@@H](C(F)(F)F)C)N[C@@H](C(F)(F)F)C (R)-2-amino-3-((6-(4,6-bis(((R)-1,1,1-trifluoropropan-2-yl)amino)-1,3,5-triazine-2-yl)pyridin-2-yl)thio)propanoic acid